BrC1=C(C(=CC2=C1OC1(CC1)C(N2)=S)F)I 8-Bromo-6-fluoro-7-iodospiro[benzo[b][1,4]oxazine-2,1'-cyclopropane]-3(4H)-thione